C(=O)O.C(=O)O.C[C@@H]1N[C@@H](CC(C1)C1=C2C(=NC=C1)N(CC2)C(=O)NC=2C(=C(C=1N(C2)C=C(N1)C)C)F)C 4-((2S,6R)-2,6-dimethylpiperidin-4-yl)-N-(7-fluoro-2,8-dimethylimidazo[1,2-a]pyridin-6-yl)-2,3-dihydro-1H-pyrrolo[2,3-b]pyridine-1-carboxamide diformate